4-(2-ethoxy-2-oxoethoxy)-4-bromobenzoic acid butyl ester C(CCC)OC(C1=CCC(C=C1)(Br)OCC(=O)OCC)=O